(S)-N1,N1-dimethyl-N4-(2-(3-(phenoxymethyl)piperidin-1-yl)phenyl)benzene-1,4-disulfonamide CN(S(=O)(=O)C1=CC=C(C=C1)S(=O)(=O)NC1=C(C=CC=C1)N1C[C@H](CCC1)COC1=CC=CC=C1)C